C1=CC(=C2C=CC=C3C4=CC=CC5=CC=CC(C1=C23)=C45)CCCC(=O)OC4=CC(=C(C(=C4)C)C=O)C 4-formyl-3,5-dimethylphenyl 4-(perylen-3-yl)butanoate